1-chloro-3-butene ClCCC=C